ClC1=CC2=C(C=N1)C(=NN2C2=NC(=NC=C2)C(C)(F)F)N2CCC(CC2)OC 6-chloro-1-(2-(1,1-difluoroethyl)pyrimidin-4-yl)-3-(4-methoxypiperidin-1-yl)-1H-pyrazolo[4,3-c]pyridine